methyl-L-leucine HCl Cl.CN[C@@H](CC(C)C)C(=O)O